C(C1=CC=CC=C1)OC(=O)NCCCOC=1C=C2C(=NN(C2=CC1)C1OCCCC1)C=1C=C(C(=O)OC)C=C(C1)OCCN1CCOCC1 methyl 3-[5-[3-(benzyloxycarbonylamino)propoxy]-1-tetrahydropyran-2-yl-indazol-3-yl]-5-(2-morpholinoethoxy)benzoate